FC=1C=C(C=C2C=CC(=NC12)[C@@H]1COCC1)CN1C[C@H](CC1)OC=1C=C2CN(C(C2=CC1)=O)[C@@H]1C(NC(CC1)=O)=O (S)-3-(5-(((S)-1-((8-fluoro-2-((R)-tetrahydrofuran-3-yl)quinolin-6-yl)methyl)-pyrrolidin-3-yl)oxy)-1-oxoisoindolin-2-yl)piperidine-2,6-dione